[C-]#N.C(CC)[NH+]1CC(CC1)CCC 1,3-dipropylpyrrolidinium cyanide